ClCC1=NC(=NC(=C1)OC)N(CC1=CC=C(C=C1)OC)CC1=CC=C(C=C1)OC 4-(chloromethyl)-6-methoxy-N,N-bis[(4-methoxyphenyl)methyl]Pyrimidin-2-amine